FC(C(C)C=CCC(C)C(F)(F)F)(F)F 2,6-bis(trifluoromethyl)hept-3-ene